ClC1=C(C=CC(=C1)O)NC(=O)NC1=C(C=CC=C1)F 1-(2-chloro-4-hydroxyphenyl)-3-(2-fluorophenyl)urea